N-{6-[(2-aminophenyl)amino]-6-oxohexyl}-3-[4-(p-tolylamino)phenyl]-1H-pyrazole-5-carboxamide NC1=C(C=CC=C1)NC(CCCCCNC(=O)C1=CC(=NN1)C1=CC=C(C=C1)NC1=CC=C(C=C1)C)=O